BrC[C@@H](COC1=NN(C=C1)C(C)=O)C (R)-1-(3-(3-bromo-2-methylpropoxy)-1H-pyrazol-1-yl)ethan-1-one